2-(4-(azepan-1-yl)-2,5-difluorobenzylidene)malononitrile N1(CCCCCC1)C1=CC(=C(C=C(C#N)C#N)C=C1F)F